N-(2-((2'-allyl-[1,1'-biphenyl]-3-yl)methyl)-1-(pent-4-enoyl)-pyrrolidin-3-yl)ethanesulfonamide C(C=C)C1=C(C=CC=C1)C1=CC(=CC=C1)CC1N(CCC1NS(=O)(=O)CC)C(CCC=C)=O